ClC1=CC=C(C=C1)C1=NN(CC1C1=CC=CC=C1)/C(/NCCS(=O)(=O)N1CCN(CC1)C(=O)OC(C)(C)C)=N/S(=O)(=O)C1=CC=C(C=C1)C(F)(F)F tert-butyl (E)-4-((2-(3-(4-chlorophenyl)-4-phenyl-N'-((4-(trifluoromethyl) phenyl)sulfonyl)-4,5-dihydro-1H-pyrazole-1-carboximidamido)ethyl)sulfonyl)piperazine-1-carboxylate